C(C)(C)(C)OC(=O)NC1CCC(CC1)(C(=O)OC)F methyl (1s,4s)-4-((tert-butoxycarbonyl)amino)-1-fluorocyclohexane-1-carboxylate